CNC(=O)NC(C(=O)O)C 2-[(METHYLCARBAMOYL)AMINO]PROPANOIC ACID